Cl.CC=1C=C2C=C(C=NC2=CC1)NC1CCNCC1 6-methyl-N-(piperidin-4-yl)quinolin-3-amine hydrochloride